C=1C=2N(C=CN1)C=C(C2)CN pyrrolo[1,2-a]pyrazin-7-ylmethanamine